2-chloro-5-(difluoromethoxy)-4-(1H-pyrrol-2-yl)pyrimidine ClC1=NC=C(C(=N1)C=1NC=CC1)OC(F)F